rac-(1r,2r,3s,4r,5s)-5-hydroxy-N-(3-(trifluoromethyl)phenyl)-3-(5-(trifluoromethyl)pyridin-3-yl)-7-oxabicyclo[2.2.1]heptane-2-carboxamide O[C@@H]1[C@H]2[C@@H]([C@H]([C@@H](C1)O2)C(=O)NC2=CC(=CC=C2)C(F)(F)F)C=2C=NC=C(C2)C(F)(F)F |r|